4H-benzoquinolin-4-one N1=CCC(C2=CC=C3C(=C12)C=CC=C3)=O